FC(C=1C(=C(C=CC1)[C@@H](C)NC1=CN=NC2=CC=C(C=C12)N1CCN(CC1)C(CO)=O)F)F (R)-1-(4-(4-(1-(3-(difluoromethyl)-2-fluorophenyl)ethylamino)cinnolin-6-yl)piperazine-1-yl)-2-Hydroxyethanone